N-{3-methyl-4-[(1-methyl-1,3-benzodiazol-5-yl)oxy]phenyl}-6-(methylsulfanyl)pyrimido[5,4-d][1,3]diazin-4-amine CC=1C=C(C=CC1OC1=CC2=C(N(C=N2)C)C=C1)NC=1C2=C(N=CN1)C=NC(=N2)SC